1-(1,3-oxazol-2-yl)methylamine hydrochloride Cl.O1C(=NC=C1)CN